COC(=O)C1CC(C1)N(CC1=CC=CC=C1)CC1=CC=CC=C1 3-(dibenzylamino)cyclobutanecarboxylic acid methyl ester